O=C1C(NCCN1)C(=O)O 3-OXO-PIPERAZINE-2-CARBOXYLIC ACID